(cyclopropylamino)-N-(5-{[(1S,2S)-2-hydroxycyclohexyl]carbamoyl}-2-methylphenyl)-1,3-thiazole-5-carboxamide C1(CC1)NC=1SC(=CN1)C(=O)NC1=C(C=CC(=C1)C(N[C@@H]1[C@H](CCCC1)O)=O)C